C(C)N(C1=C(C=CC2=CC=CC=C12)C(C)C)CC N,N-diethyl-2-(1-methylethyl)-naphthalene-1-amine